N-(4-(3-isopropyl-4-oxo-3,4-dihydrophthalazin-1-yl)benzyl)sulfamide C(C)(C)N1N=C(C2=CC=CC=C2C1=O)C1=CC=C(CNS(=O)(=O)N)C=C1